CC=1N(C(=CC1)C)C1=NN(C2=CC=C(C(=C12)OC)C(=C)C(F)(F)F)C 3-(2,5-Dimethyl-1H-pyrrol-1-yl)-4-methoxy-1-methyl-5-(3,3,3-trifluoroprop-1-en-2-yl)-1H-indazole